C[C@H]1O[C@H](CN(C1)C(CC=1C(OC2=C(C(=C(C=C2C1C)OC)O)C=O)=O)=O)C 3-(2-((2R,6S)-2,6-dimethylmorpholino)-2-oxoethyl)-7-hydroxy-6-methoxy-4-methyl-2-oxo-2H-chromen-8-carbaldehyde